NC1=NC=NC=2N(C3=CC=C(C=C3C21)C(=O)NC)CC(=O)N2[C@@H]1C[C@@H]1C[C@H]2C(NC2=NC(=CC=C2)Br)=O 4-amino-9-(2-((1R,3S,5R)-3-((6-bromopyridin-2-yl)carbamoyl)-2-azabicyclo[3.1.0]hex-2-yl)-2-oxoethyl)-N-methyl-9H-pyrimido[4,5-b]indole-6-carboxamide